N'-acetyl-4-amino-N',1-dimethyl-N-((2-methylbenzo[d]oxazol-5-yl)methyl)-1H-pyrazolo[4,3-c]quinoline-8-carbohydrazide C(C)(=O)N(N(C(=O)C1=CC=2C3=C(C(=NC2C=C1)N)C=NN3C)CC=3C=CC1=C(N=C(O1)C)C3)C